C(C=C)(=O)OCC(C)(C)C 2,2-dimethylpropyl acrylate